Pentyl-5-methoxy-[1,1'-biphenyl]-3,4-diol C(CCCC)C1=C(C=C(C(=C1O)O)OC)C1=CC=CC=C1